N-[(1R)-1-(2,4-dichlorophenyl)ethyl]-2-methyl-5-{1-[(2R)-pyrrolidine-2-carbonyl]-3,6-dihydro-2H-pyridin-4-yl}pyrazolo[4,3-d]pyrimidin-7-amine ClC1=C(C=CC(=C1)Cl)[C@@H](C)NC=1C=2C(N=C(N1)C=1CCN(CC1)C(=O)[C@@H]1NCCC1)=CN(N2)C